1-bromo-4-chloro-2-iodo-benzene BrC1=C(C=C(C=C1)Cl)I